2-propennitril C(C=C)#N